(R)-2-((3-(1-amino-8-azaspiro[4.5]dec-8-yl)-6-((2,3-dichlorophenyl)thio)-5-methylpyrazin-2-yl)amino)ethan-1-ol N[C@@H]1CCCC12CCN(CC2)C=2C(=NC(=C(N2)C)SC2=C(C(=CC=C2)Cl)Cl)NCCO